Dibenzyl (4R)-2-(But-2-Enyl)-4-(Methylamino)Pyrrolidine-1,2-Dicarboxylate C(C=CC)C1(N(C[C@@H](C1)NC)C(=O)OCC1=CC=CC=C1)C(=O)OCC1=CC=CC=C1